BrC=1C=CC(=NC1C)N[C@@H]1CN(CC1)C(=O)OC(C)(C)C tert-butyl (3S)-3-[(5-bromo-6-methylpyridin-2-yl)amino]pyrrolidine-1-carboxylate